FC1=C(C=C(C(=C1)[N+](=O)[O-])[N+](=O)[O-])F 1,2-difluoro-4,5-dinitrobenzene